FC1=C(C=C(C=C1)F)[C@@H]1NCCC1 |r| racemic-2-(2,5-difluorophenyl)pyrrolidine